C(#N)NC([C@H](C)OC1=C(C=C(C=C1)Br)Br)=O (2S)-N-cyano-2-(2,4-dibromophenoxy)propanamide